1-(4-(Chloromethyl)-3-fluoropyridin-2-yl)dihydropyrimidine-2,4(1H,3H)-dione ClCC1=C(C(=NC=C1)N1C(NC(CC1)=O)=O)F